C(=C)C1=CC2=C(C(C2)=O)C=C1 4-vinylbenzocyclobutanone